C(CCCCC)NCCCCCCN N-hexylhexane-1,6-diamine